(3R,4S)-3-cyclopropyl-4-methyl-2-oxo-1-[6-(1H-pyrazol-3-yl)pyrazolo[1,5-a]pyrazin-4-yl]pyrrolidine-3-carbonitrile C1(CC1)[C@]1(C(N(C[C@H]1C)C=1C=2N(C=C(N1)C1=NNC=C1)N=CC2)=O)C#N